ClC1=C(C(=NN1C)C1=NOC(=C1)C)CN1CC(CC1)NCCC(C)C 1-((5-Chloro-1-methyl-3-(5-methylisoxazol-3-yl)-1H-pyrazol-4-yl)methyl)-N-isopentylpyrrolidin-3-amine